2-(tert-butyl) 3-ethyl (1R,3R,5R)-2-azabicyclo[3.1.0]hexane-2,3-dicarboxylate [C@@H]12N([C@H](C[C@H]2C1)C(=O)OCC)C(=O)OC(C)(C)C